anti-nitrite nitrogen [N+3].N(=O)[O-].N(=O)[O-].N(=O)[O-]